taurine-magnesium salt [Mg+2].NCCS(=O)(=O)[O-].NCCS(=O)(=O)[O-]